tert-butyl (2-((2-(benzyl(2-hydroxybenzyl)amino)ethyl)(2-hydroxybenzyl)amino)ethyl)carbamate C(C1=CC=CC=C1)N(CCN(CCNC(OC(C)(C)C)=O)CC1=C(C=CC=C1)O)CC1=C(C=CC=C1)O